argon 3-[[4-[[(2R,3S,7S)-7-(6-tert-butylfuro[2,3-b]pyrazin-2-yl)-3-cyclobutyl-azepan-2-yl]methoxy]-6-(2,6-dimethylphenyl)pyrimidin-2-yl]sulfamoyl]benzoic acid C(C)(C)(C)C1=CC=2C(=NC=C(N2)[C@@H]2CCC[C@H]([C@@H](N2)COC2=NC(=NC(=C2)C2=C(C=CC=C2C)C)NS(=O)(=O)C=2C=C(C(=O)O)C=CC2)C2CCC2)O1.[Ar]